[Na+].[Na+].[Na+].C(CN[C@@H](CC(=O)O)C(=O)[O-])N[C@@H](CC(=O)[O-])C(=O)[O-] N,N'-1,2-ethanediylbis-L-aspartic acid, trisodium salt